[Al+3].[Si]([O-])([O-])([O-])[O-].[Na+] sodium silicate, aluminium salt